CN(C)CC1C(CCCC1)(C1=CC(=CC=C1)OC)OCC(=O)O 2-((2-((dimethylamino)methyl)-1-(3-methoxyphenyl)cyclohexyl)oxy)acetic acid